methyl (2S)-5-{2-amino-5-[4-(4-{3-cyano-9-ethyl-6,6-dimethyl-11-oxo-5H,6H,11H-benzo[b]carbazol-8-yl}piperazin-1-yl)-4-oxobutyl]pyridin-3-yl}-2-{[(tert-butoxy) carbonyl]amino}pentanoate NC1=NC=C(C=C1CCC[C@@H](C(=O)OC)NC(=O)OC(C)(C)C)CCCC(=O)N1CCN(CC1)C=1C(=CC2=C(C(C=3NC4=CC(=CC=C4C3C2=O)C#N)(C)C)C1)CC